5,6-dihydroxycarbonyl-bicyclo[2.2.1]Hept-2-ene OC(=O)C1C2C=CC(C1C(=O)O)C2